tert-butyl-5-(2-amino-2-oxoethyl)-3-chloro-1H-pyrrolo[2,3-b]pyridine (2,6-dichloropyridin-4-yl)methyl-(S)-3-(5-hydroxypyridin-3-yl)-2-(methylamino)propanoate dihydrochloride Cl.Cl.ClC1=NC(=CC(=C1)COC([C@H](CC=1C=NC=C(C1)O)NC)=O)Cl.C(C)(C)(C)N1C=C(C=2C1=NC=C(C2)CC(=O)N)Cl